ClC=1C=C2C(=C(C=NC2=C(C1C1=C2C=NNC2=CC=C1C)F)C#N)N1CCN(CC1)C(\C=C\CN(C)C)=O (E)-6-chloro-4-(4-(4-(dimethylamino)but-2-enoyl)piperazin-1-yl)-8-fluoro-7-(5-methyl-1H-indazol-4-yl)quinoline-3-carbonitrile